C1=C(C=CC2=CC=CC=C12)C(=O)O 2-Naphthoic acid